3-benzyl 2-tert-butyl (1S,3S,4R)-6-methylidene-2-azabicyclo[2.2.2]octane-2,3-dicarboxylate C=C1C[C@@H]2[C@H](N([C@H]1CC2)C(=O)OC(C)(C)C)C(=O)OCC2=CC=CC=C2